C(C)C=1NC=C[N+]1C=C ethyl-3-vinylimidazolium